(S)-2-((3-((cyclopropylmethyl)sulfonyl)phenoxy)methyl)oxirane di-tert-butylhydrazine-1,2-dicarboxylate C(C)(C)(C)N(N(C(=O)O)C(C)(C)C)C(=O)O.C1(CC1)CS(=O)(=O)C=1C=C(OC[C@H]2OC2)C=CC1